[Zn].[Mg].[Sr] strontium magnesium zinc salt